C(C=C)(=O)OC1=CC=C2CCCOC2=C1N(C)C 8-(dimethylamino)chroman-7-yl acrylate